(S)-5-(benzyloxy)-6-methoxy-2-(6-methoxybenzo[d]oxazol-2-yl)-1,2,3,4-tetrahydroisoquinoline C(C1=CC=CC=C1)OC1=C2CCN(CC2=CC=C1OC)C=1OC2=C(N1)C=CC(=C2)OC